2-methyl-2-propanyl 4-{[(methylsulfonyl)oxy]methyl}-2-azabicyclo[2.1.1]hexane-2-carboxylate CS(=O)(=O)OCC12CN(C(C1)C2)C(=O)OC(C)(C)C